tertiary octylphenyl ether C(C)(C)(CC(C)(C)C)OC1=CC=CC=C1